[Co]=O.[Mn].[Ni].[Li] lithium nickel-Manganese cobalt oxide